6-(4-Diethylaminobenzylamino)-9-β-D-arabinofuranosylpurin C(C)N(C1=CC=C(CNC2=C3N=CN(C3=NC=N2)[C@H]2[C@@H](O)[C@H](O)[C@H](O2)CO)C=C1)CC